N-(3-{[2-(2-fluorophenyl)-4-[(methylamino)methyl]-1H-pyrrol-1-yl]sulfonyl}phenyl)-N-methylmorpholine-4-sulfonylamine hydrochloride Cl.FC1=C(C=CC=C1)C=1N(C=C(C1)CNC)S(=O)(=O)C=1C=C(C=CC1)N(C)S(=O)(=O)N1CCOCC1